FC1=C(C=CC(=N1)C(=O)NC([2H])([2H])[2H])N1CCN(CC1)CC=1C(=C2NC(C(=NC2=CC1)C(C)F)=O)F 6-fluoro-5-(4-((5-fluoro-2-(1-fluoroethyl)-3-oxo-4H-quinoxalin-6-yl)methyl)piperazin-1-yl)-N-(methyl-d3)pyridine-2-carboxamide